(S)-tetrahydrofuran-3-yl (8-amino-7-fluoro-6-((S)-3-fluoro-8-methyl-2,3-dihydro-1H-pyrido[2,3-b][1,4]oxazin-7-yl)isoquinolin-3-yl)carbamate NC=1C(=C(C=C2C=C(N=CC12)NC(O[C@@H]1COCC1)=O)C1=C(C2=C(O[C@H](CN2)F)N=C1)C)F